FC(C1=NC=CC(=C1)OC1=CC2=C(N=C(S2)NC(=O)C2C(C3C=CC2C3)C(=O)O)C=C1)(F)F 3-[[6-[[2-(trifluoromethyl)-4-pyridinyl]oxy]-1,3-benzothiazol-2-yl]carbamoyl]bicyclo[2.2.1]hept-5-ene-2-carboxylic acid